1-{3-fluoro-4-[4-({[2-fluoro-5-(trifluoromethoxy)phenyl]methyl}carbamoyl)-1H-1,2,3-triazol-1-yl]butyl}-N-methyl-1H-1,2,3-triazole-4-carboxamide FC(CCN1N=NC(=C1)C(=O)NC)CN1N=NC(=C1)C(NCC1=C(C=CC(=C1)OC(F)(F)F)F)=O